COC1=CC(=NC=C1C(NC)=O)NC1=CC=C(C=N1)C(=O)OC methyl 6-{[4-methoxy-5-(methylcarbamoyl) pyridin-2-yl] amino}pyridine-3-carboxylate